N1(C=NC=C1)C1=CC(=NC=C1)N1C(N(CC1)C1=NC(=CC=C1)C1=NN=CN1C(C)C)=O 1-(4-(1H-imidazol-1-yl)pyridin-2-yl)-3-(6-(4-isopropyl-4H-1,2,4-triazol-3-yl)pyridin-2-yl)imidazolidin-2-one